1-([2,3'-bipyridin]-6'-ylmethyl)-4-(1-(fluoromethyl)cyclopropyl)-1,4-dihydropyrazine-2,3-dione N1=C(C=CC=C1)C=1C=NC(=CC1)CN1C(C(N(C=C1)C1(CC1)CF)=O)=O